2-[4-(1,4-dioxaspiro[4.5]dec-7-en-8-yl)-6-(4-hydroxypiperidin-1-yl)pyrimidin-2-ylamino]-4-methylthiazole-5-carboxylic acid ethyl ester C(C)OC(=O)C1=C(N=C(S1)NC1=NC(=CC(=N1)C1=CCC2(OCCO2)CC1)N1CCC(CC1)O)C